phenylsilane fluorine [F].C1(=CC=CC=C1)[SiH3]